(S)-4-(benzyloxy)-N-(1-hydroxypropan-2-yl)benzenesulfonamide C(C1=CC=CC=C1)OC1=CC=C(C=C1)S(=O)(=O)N[C@H](CO)C